C(N1C(C=CC(=C1)B1OC(C(O1)(C)C)(C)C)=O)([2H])([2H])[2H] 1-(2H3)methyl-5-(4,4,5,5-tetramethyl-1,3,2-dioxaborolan-2-yl)pyridin-2-one